3-(1-oxo-5-(1-(pyrrolidin-3-yl)piperidin-4-yl)isoindolin-2-yl)piperidine-2,6-dione O=C1N(CC2=CC(=CC=C12)C1CCN(CC1)C1CNCC1)C1C(NC(CC1)=O)=O